triphenyl-silylamine C1(=CC=CC=C1)[Si](N)(C1=CC=CC=C1)C1=CC=CC=C1